F[C@H]1C[C@H](CN(C1)C)NC1=CC=C(N=N1)C1=C(C=C(C=C1C)C(F)(F)F)O 2-(6-(((3r,5s)-5-fluoro-1-methylpiperidin-3-yl)amino)pyridazin-3-yl)-3-methyl-5-(trifluoromethyl)phenol